2-(4-(ethylsulfonyl)phenyl)-N-(4-(2-(7-methyl-3,4-dihydroquinolin-1(2H)-yl)Ethyl)phenyl)acetamide C(C)S(=O)(=O)C1=CC=C(C=C1)CC(=O)NC1=CC=C(C=C1)CCN1CCCC2=CC=C(C=C12)C